(terphenylyl)[(diphenyltriazinyl)phenyl]-indolocarbazole C1(=C(C=CC=C1)C=1C(=C2C(=CC1)N=C1C=CC3=C4C=CC=CC4=NC3=C12)C1=C(C=CC=C1)C1=NN=NC(=C1C1=CC=CC=C1)C1=CC=CC=C1)C=1C(=CC=CC1)C1=CC=CC=C1